ClC1=NC=C(C(=C1OC([2H])([2H])[2H])N)\C=C\OCC (E)-2-chloro-5-(2-ethoxyvinyl)-3-(methoxy-d3)pyridin-4-amine